4-[[4-(trifluoromethyl)phenyl]methoxy]pyrimidine FC(C1=CC=C(C=C1)COC1=NC=NC=C1)(F)F